C(C#CC#CCNC(=O)NCCC)NC(=O)NCCC 1,1'-(hexa-2,4-diyne-1,6-diyl)bis(3-propylurea)